1,2,4,5,7-pentathiaheptane SSCSSCS